4-(2-chloro-4-benzoylthiophenyl)phenyldiphenylsulfonium hexafluoroantimonate F[Sb-](F)(F)(F)(F)F.ClC1=C(C=CC(=C1)SC(C1=CC=CC=C1)=O)C1=CC=C(C=C1)[S+](C1=CC=CC=C1)C1=CC=CC=C1